O1COC2=C1C=CC(=C2)CN(C(=O)NC2=CC(=CC=C2)C(F)(F)F)C2CCN(CC2)CCCC 1-(BENZO[D][1,3]DIOXOL-5-YLMETHYL)-1-(1-BUTYLPIPERIDIN-4-YL)-3-(3-(TRIFLUOROMETHYL)PHENYL)UREA